ClC=1C=CC=2C(=NC(=CN2)OCC(OCC)OCC)N1 6-chloro-3-(2,2-diethoxyethoxy)pyrido[2,3-b]pyrazine